CC1CC2(CCN1C(=O)OC(C)(C)C)CC=C(CC2)OS(=O)(=O)C(F)(F)F tert-butyl 2-methyl-9-(((trifluoromethyl)sulfonyl)oxy)-3-azaspiro-[5.5]undec-8-ene-3-carboxylate